ClC1=NC=CC(=N1)C1=NC=CC(=N1)C#CC=1C=C2C=NNC2=CC1 5-((2'-chloro-[2,4'-bipyrimidin]-4-yl)ethynyl)-1H-indazole